C(C1=CC=CC=C1)NCCCCCCNCC1=CC=CC=C1 N,N'-Dibenzyl-1,6-hexanediamine